6-bromo-2,3-dihydro-1H-benzene BrC1=CCCCC1